thiapropyne S#CC